C1(=CC=CC=C1)C1=NC2=CC=C(C=C2C=C1C1=CC=CC=C1)NC(CCC(CC)O)=O N-(2,3-diphenyl-quinolin-6-yl)-4-hydroxy-hexanamide